CN1C=NC2=C1C=C(C=C2)C(F)(F)F 1-methyl-6-(trifluoromethyl)-1H-benzo[d]imidazol